O=C1NC(CCC1N1C(C2=CC=CC(=C2C1=O)CCCN1CCNCC1)=O)=O 2-(2,6-dioxopiperidin-3-yl)-4-(3-(piperazin-1-yl)propyl)isoindoline-1,3-dione